C(#C)C1CCC(CC1)C1=C2C(=NC(=C1)N1[C@@H](COCC1)C)N(N=C2)C2=CC=NN2COCC[Si](C)(C)C (R)-4-ethynyl-1-(6-(3-methylmorpholinyl)-1-(1-((2-(trimethylsilyl)ethoxy)methyl)-1H-pyrazol-5-yl)-1H-pyrazolo[3,4-b]pyridin-4-yl)cyclohexane